N1C=NC2=C1C=CC(=C2)N2C(OC[C@@H]2C2=CC=C(C=C2)N(C2CC2)C2CC2)=O (S)-3-(1H-Benzo[d]imidazol-5-yl)-4-(4-(dicyclopropylamino)phenyl)oxazolidin-2-on